7,7-dimethyl-6,7-dihydro-4H-spiro[benzo[d]isoxazole-5,3'-pyrrolidine] hydrochloride Cl.CC1(CC2(CNCC2)CC=2C=NOC21)C